2-(4-methyl-5-oxo-7-(5-(1-(quinoxalin-6-yl)ethyl)-2,5-diazabicyclo[2.2.2]octan-2-yl)-4,5-dihydro-2H-pyrazolo[4,3-b]pyridin-2-yl)acetonitrile CN1C=2C(C(=CC1=O)N1C3CN(C(C1)CC3)C(C)C=3C=C1N=CC=NC1=CC3)=NN(C2)CC#N